CC=1N(C=CN1)CC1=CC=CC2=CC=CC=C12 1-((2-methyl-1H-imidazole-1-yl)methyl)naphthalene